((ethylthio) (imino) methyl)-4-isopropyl-2-methylbenzoate C(C)SN=COC(C1=C(C=C(C=C1)C(C)C)C)=O